BrC1=CC=C(C=C1)/C=C/C(=O)NC1CCN(CC1)C(C1=CC=C(C=C1)OC)=O (E)-3-(4-bromophenyl)-N-(1-(4-methoxybenzoyl)piperidin-4-yl)acrylamide